CC=1N(C(C2=C(N1)C(=NC(=C2)C2CC(OCC2)C=2C=NN(C2)C)C21CC(C2)(C1)C(F)(F)F)=O)C 2,3-dimethyl-6-[2-(1-methylpyrazol-4-yl)tetrahydropyran-4-yl]-8-[3-(trifluoromethyl)-1-bicyclo[1.1.1]pentanyl]pyrido[3,4-d]pyrimidin-4-one